C(C)(C)(C)[C@@H]1CC=2C=C3C(=NC2CC1)SC(=N3)C(=O)N[C@H](CCN3CCC(CC3)O)C3=CC(=CC=C3)C(NC3CNC3)=O (7S)-7-tert-butyl-N-[(1R)-1-[3-(azetidin-3-ylcarbamoyl)phenyl]-3-(4-hydroxy-1-piperidyl)propyl]-5,6,7,8-tetrahydrothiazolo[5,4-b]quinoline-2-carboxamide